[Ca].[Ti].[O] oxygen titanium-calcium